4-{1-[1-{1-[5-chloro-2-(trifluoromethyl)isonicotinoyl]piperidin-4-yl}-3-(cyanomethyl)azetidin-3-yl]-1H-pyrazol-4-yl}-1H-pyrrolo[2,3-b]pyridine-5-carbonitrile ClC1=CN=C(C=C1C(=O)N1CCC(CC1)N1CC(C1)(CC#N)N1N=CC(=C1)C1=C2C(=NC=C1C#N)NC=C2)C(F)(F)F